5-(1-benzyl-1H-pyrazol-4-yl)-2-hydroxy-3-methoxybenzaldehyde C(C1=CC=CC=C1)N1N=CC(=C1)C=1C=C(C(=C(C=O)C1)O)OC